OLEIC ACID, ETHYL ESTER C(CCCCCCC\C=C/CCCCCCCC)(=O)OCC